fluoromethylsulfenate FCOS